6-(2-(3-cyano-1H-pyrazol-1-yl)cyclobutyl)-4-oxo-1-(1-(6-(trifluoromethyl)pyridin-3-yl)ethyl)-4,5-dihydro-1H-pyrazolo[3,4-d]pyrimidine-3-carbonitrile C(#N)C1=NN(C=C1)C1C(CC1)C=1NC(C2=C(N1)N(N=C2C#N)C(C)C=2C=NC(=CC2)C(F)(F)F)=O